C1(CC1)C=1C=C2C(C(N(C2=CC1)CC(=O)NC(CCC(=O)OC)(C)C)=O)(C)C methyl 4-(2-(5-cyclopropyl-3,3-dimethyl-2-oxoindolin-1-yl)acetamido)-4-methylpentanoate